CNC(=O)C=1N=NC(=CC1)C(O)C1=C(C=C(C(=C1)C1=NC=NC2=CC(=CC=C12)N1CCOCC1)F)Cl 6-{[2-Chloro-4-fluoro-5-(7-morpholin-4-yl-quinazolin-4-yl)phenyl]-hydroxymethyl}-pyridazine-3-carboxylic acid methylamide